C(C)NC=1NC(C=2N=CN([C@H]3[C@H](O)[C@H](O)[C@@H](CO)O3)C2N1)=O N-ethylguanosine